C(C1=CC=CC=C1)C1=C2C=CNC2=CC=C1NC(=O)C1=CC=2C3=C(COC2C=C1C1=C(C(=O)O)C=C(C=C1)C(NCC(C)C)=O)C=CS3 2-(8-((4-benzyl-1H-indol-5-yl)carbamoyl)-4H-thieno[3,2-c]chromen-7-yl)-5-(isobutylcarbamoyl)benzoic acid